(3Z)-15-bromo-3-pentadecen-1-ol BrCCCCCCCCCCC\C=C/CCO